OC1=C(C=C(CC2=C(C=C(OCC(=O)NS(=O)(=O)C)C=C2C)C)C=C1)C(C)C 2-(4-(4-hydroxy-3-isopropylbenzyl)-3,5-dimethylphenoxy)-N-(methylsulfonyl)acetamide